n-dodecane carbon [C].CCCCCCCCCCCC